C1(CCCCCC1)[C@H](NC(=O)C1=CC=NN1CC)C=1N=C2N(N=CC(=C2)CC2C(NCCC2)=O)C1 N-((1S)-cycloheptyl(7-((2-oxopiperidin-3-yl)methyl)imidazo[1,2-b]pyridazin-2-yl)methyl)-1-ethyl-1H-pyrazole-5-carboxamide